4-[5-(cyclopropylmethoxy)-2-(methylsulfonylmethyl)pyrimidin-4-yl]-2-methyl-6-(1-methylpyrazol-4-yl)isoquinolin-1-one C1(CC1)COC=1C(=NC(=NC1)CS(=O)(=O)C)C1=CN(C(C2=CC=C(C=C12)C=1C=NN(C1)C)=O)C